[6-(2-carboxy-4-{[(2,5-dioxopyrrolidin-1-yl)oxy]carbonyl}phenyl)-2,2,10,10-tetramethyl-8-(sulfomethyl)-10,11-dihydro-2H-pyrano[3,2-g:5,6-g']diquinolin-1-ium-4-yl]methanesulfonate C(=O)(O)C1=C(C=CC(=C1)C(=O)ON1C(CCC1=O)=O)C1=C2C=C3C(=CC([NH+]=C3C=C2OC2=C1C=C1C(=CC(NC1=C2)(C)C)CS(=O)(=O)O)(C)C)CS(=O)(=O)[O-]